ClC=1N=C(C=2N(C1)N=CC2F)N2C([C@]([C@@H](C2)C)(C#N)C2CC2)=O (3R,4S)-1-(6-chloro-3-fluoropyrazolo[1,5-a]pyrazin-4-yl)-3-cyclopropyl-4-methyl-2-oxopyrrolidine-3-carbonitrile